C(C)O[C@H]1CN(C([C@H]2N(C[C@@H](NC3=CC=CC(C=4N=CC=C5N=C(N(C1)C45)C)=N3)C2)C(=O)OCC2=CC=CC=C2)=O)C benzyl (8S,11S,15R)-15-ethoxy-13,18-dimethyl-12-oxo-7,10,13,17,19,23,26-heptazapentacyclo[15.6.1.12,6.18,11.020,24]hexacosa-1(24),2(26),3,5,18,20,22-heptaene-10-carboxylate